BrCC1=CC(=C(C#N)C(=C1)F)OC1CC1 4-(bromomethyl)-2-cyclopropoxy-6-fluorobenzonitrile